C1(=CC=CC=C1)S(=O)(=O)O.NC[C@]1([C@@H]2C=C(C[C@@H]2C1)CC)CC(=O)O ((1R,5S,6S)-6-(aminomethyl)-3-ethylbicyclo[3.2.0]hept-3-en-6-yl)acetic acid benzenesulfonate